BrC1=CC=2N(C(=C1)CC1=CC=C(C=C1)OC(F)(F)F)N=CN2 7-bromo-5-(4-(trifluoromethoxy)benzyl)-[1,2,4]triazolo[1,5-a]pyridine